C1(CCCC1)C1=NC2=NCN(C=C2N1)CC1=CC(=CC(=C1)C=1C=NN(C1)C1COCC1)F 8-Cyclopentyl-N-(3-fluoro-5-(1-(tetrahydrofuran-3-yl)-1H-pyrazol-4-yl)benzyl)-7H-purine